(2S,4R)-4-hydroxy-N-{[4-(4-methyl-1,3-thiazol-5-yl)phenyl]methyl}-1-[(2R)-3-methyl-2-[3-(2-oxoethoxy)-1,2-oxazol-5-yl]butanoyl]pyrrolidine-2-carboxamide O[C@@H]1C[C@H](N(C1)C([C@H](C(C)C)C1=CC(=NO1)OCC=O)=O)C(=O)NCC1=CC=C(C=C1)C1=C(N=CS1)C